(S)-(4-(7-fluoropyrazolo[1,5-a]pyridin-2-yl)-6,7-dihydro-1H-imidazo[4,5-c]pyridin-5(4H)-yl)(5-(1-methyl-1H-pyrazol-4-yl)-1,3,4-oxadiazol-2-yl)methanone FC1=CC=CC=2N1N=C(C2)[C@H]2N(CCC1=C2N=CN1)C(=O)C=1OC(=NN1)C=1C=NN(C1)C